tert-butyl (3S)-3-(p-tolylsulfonyloxy)pyrrolidine-1-carboxylate C1(=CC=C(C=C1)S(=O)(=O)O[C@@H]1CN(CC1)C(=O)OC(C)(C)C)C